C1(CC1)S(=O)(=O)NCCCCCCCCCCCCCCCC(=O)OC Methyl 16-(cyclopropanesulfonamido)hexadecanoate